ClC1=CC=2N(C3=C1C(N(C3=O)CC3=CC=C(C=C3)OC)C3=C(C=CC(=C3)F)Cl)N=CN2 5-chloro-6-(2-chloro-5-fluorophenyl)-7-(4-methoxybenzyl)-6,7-dihydro-8H-pyrrolo[3,4-e][1,2,4]triazolo[1,5-a]pyridin-8-one